FC=1C=C(C=CC1F)[C@H]1[C@@H](CN(C1)CCOC)NC(=O)NC1=CC(=NN1C)C=1C=NN(C1)C 1-((3s,4r)-4-(3,4-difluorophenyl)-1-(2-methoxyethyl)pyrrolidin-3-yl)-3-(1,1'-dimethyl-1h,1'h-3,4'-bipyrazol-5-yl)urea